CC=1C(=CC2=C(OCO2)C1)/C=C/C(=O)O (E)-3-(6-methyl-1,3-benzodioxol-5-yl)prop-2-enoic acid